(R)-N-benzyl-2-cyclohexyl-1-phenylethanamine hydrochloride Cl.C(C1=CC=CC=C1)N[C@H](CC1CCCCC1)C1=CC=CC=C1